N1CC(C1)C=1C=CC(=NC1)C1(CCC1)C#N 1-[5-(azetidin-3-yl)-2-pyridinyl]cyclobutanecarbonitrile